Cl.NCCOC1=NC(=CC=2N(C(NC(C21)=O)=O)C2=CC=CC=C2)Cl 5-(2-Aminoethoxy)-7-chloro-1-phenylpyrido[4,3-d]pyrimidine-2,4(1H,3H)-dione hydrochloride